CC(C)(C)[O-] tert.-butoxid